dimethyl (4R)-N-(tert-butoxycarbonyl)-4-(cyanomethyl)-L-glutamate C(C)(C)(C)OC(=O)N[C@@H](C[C@@H](C(=O)OC)CC#N)C(=O)OC